2-(2-fluoro-6-methoxyphenyl)-6-((4-((S)-3-hydroxypiperidin-1-yl)-5-(1-(1-methylpiperidin-4-yl)-1H-pyrazol-4-yl)pyridin-2-yl)amino)nicotinonitrile FC1=C(C(=CC=C1)OC)C1=C(C#N)C=CC(=N1)NC1=NC=C(C(=C1)N1C[C@H](CCC1)O)C=1C=NN(C1)C1CCN(CC1)C